tert-Butyl (±)-trans-4-(4-methoxyphenyl)-3-[(biphenyl-3-yl)carbamoyl]pyrrolidine-1-carboxylate COC1=CC=C(C=C1)[C@H]1[C@@H](CN(C1)C(=O)OC(C)(C)C)C(NC=1C=C(C=CC1)C1=CC=CC=C1)=O |r|